FC1=C(C(=C(C(=C1F)F)F)OC1=CC=CC=C1)S(=O)(=O)NC1=CC(=C(C=C1)OC)F 2,3,4,5-tetrafluoro-N-(3-fluoro-4-methoxyphenyl)-6-phenoxybenzenesulfonamide